N-((benzyloxy) carbonyl)-O-(methylsulfonyl)-L-serinate C(C1=CC=CC=C1)OC(=O)N[C@@H](COS(=O)(=O)C)C(=O)[O-]